NC1=NC=CC(=C1Cl)SC=1N=C(C(=NC1)N1CCC2([C@@H]([C@@H](OC2)C)N)CC1)S(=O)C (3S,4S)-8-[5-[(2-amino-3-chloropyridin-4-yl)thio]-3-methylsulfinyl-pyrazin-2-yl]-3-methyl-2-oxa-8-azaspiro[4.5]decan-4-amine